(3,5-dibromophenyl)(methyl)diphenylsilane BrC=1C=C(C=C(C1)Br)[Si](C1=CC=CC=C1)(C1=CC=CC=C1)C